C(#N)[C@H]1N(CSC1)C(CNC(=O)C1=CC=NC2=CC=C(C=C12)N1CC2(C1)CC(C2)F)=O (R)-N-(2-(4-cyanothiazolidin-3-yl)-2-oxoethyl)-6-(6-fluoro-2-azaspiro[3.3]heptane-2-yl)quinoline-4-carboxamide